6-(3-(2-(benzyloxy)ethoxy)-4-methoxyphenyl)-5-methyl-2,3-diphenylpyrazolo[1,5-a]pyrimidin-7(4H)-one C(C1=CC=CC=C1)OCCOC=1C=C(C=CC1OC)C1=C(NC=2N(C1=O)N=C(C2C2=CC=CC=C2)C2=CC=CC=C2)C